FC1=CC=C2C(=CNC2=C1)CCNCC1=CC(=CC=C1)OCC(C(F)F)(F)F N-(2-(6-fluoro-1H-indol-3-yl)-ethyl)-3-(2,2,3,3-tetrafluoropropoxy)-benzyl-amine